C1(CC1)C1=CC(=CC(=N1)N1C(C2=C(C(=C1)C)N=C(N2)[C@@H]2NCCC2)=O)C2=C(C=C(C=C2)F)C(=O)N2CC(C2)F 5-[6-cyclopropyl-4-[4-fluoro-2-(3-fluoroazetidine-1-carbonyl)phenyl]pyridin-2-yl]-7-methyl-2-[(2R)-pyrrolidin-2-yl]-3H-imidazo[4,5-c]pyridin-4-one